4,4'-(1,4-phenylenediisopropylidene)Bisphenol CC(C)(C1=CC=C(C=C1)C(C)(C)C2=CC=C(C=C2)O)C3=CC=C(C=C3)O